CN1C(=NC(=C1)C(F)(F)F)C1=CC=C(C=C1)COC=1C2=C(N=C(N1)C1=C(C=CC=C1)C(F)(F)F)C=CN2 4-[[4-[1-methyl-4-(trifluoromethyl)imidazol-2-yl]phenyl]methoxy]-2-[2-(trifluoromethyl)phenyl]-5H-pyrrolo[3,2-d]pyrimidine